1-((2-Ethyl-6-methoxy-1,2,3,4-tetrahydroisoquinolin-7-yl)amino)-5-((2-(methoxymethyl)phenyl)amino)-1,2,4-triazine-6-carboxamide C(C)N1CC2=CC(=C(C=C2CC1)OC)NN1NC=NC(=C1C(=O)N)NC1=C(C=CC=C1)COC